C(=O)(O)C1=C(C=C(C=C1)C1CCC(CC1)(C)C)NC(=O)C1=C(C=C(C(=C1)O)C(=O)O)C(=O)O 4-{[2-carboxy-5-(4,4-dimethylcyclohexyl)phenyl]carbamoyl}-6-hydroxybenzene-1,3-dicarboxylic acid